(R)-4-(3-((5-Chloro-4-(1H-indol-3-yl)pyrimidin-2-yl)amino)pyrrolidin-1-yl)piperidine ClC=1C(=NC(=NC1)N[C@H]1CN(CC1)C1CCNCC1)C1=CNC2=CC=CC=C12